C(CCCCCCCCCCCCCCCCC)OC(CCC1=CC(=C(C(=C1)C(C)(C)C)O)C)=O 3-(3'-methyl-5-tert-butyl-4'-hydroxyphenyl)propionic acid n-octadecyl ester